(1R,2R)-2-fluoro-N-(6-(4-((6-(1-hydroxypropyl)-4-methylpyridin-3-yl)amino)-1-methyl-1H-imidazol-5-yl)pyrimidin-4-yl)cyclopropane-1-carboxamide F[C@H]1[C@H](C1)C(=O)NC1=NC=NC(=C1)C1=C(N=CN1C)NC=1C=NC(=CC1C)C(CC)O